2-[2'-hydroxy-3'-(1,1,3,3-tetramethyl-butyl)-5'-(α,α-dimethyl-benzyl)phenyl]benzotriazole (Z)-7a-Ethyl-5-oxo-3a,4,5,7a-tetrahydrobenzofuran-3(2H)-ylethylacetate C(C)C12C(C(CO1)CCCC(=O)O)CC(C=C2)=O.OC2=C(C=C(C=C2C(CC(C)(C)C)(C)C)C(C2=CC=CC=C2)(C)C)N2N=C1C(=N2)C=CC=C1